(3-(((4-(2-((6-(1,2,3-thiadiazol-5-yl)-1H-pyrazolo[4,3-c]pyridin-4-yl)amino)ethoxy)butyl)amino)methyl)-5-(trifluoromethoxy)phenyl)methanol S1N=NC=C1C1=CC2=C(C(=N1)NCCOCCCCNCC=1C=C(C=C(C1)OC(F)(F)F)CO)C=NN2